2-(1-(tetrahydro-2H-pyran-2-yl)-1H-pyrazol-4-yl)oxazole-4-carboxylic acid O1C(CCCC1)N1N=CC(=C1)C=1OC=C(N1)C(=O)O